(S)-4-((tetrahydrofuran-3-yl)oxy)-N-(1-((4-(1,2,5,6-tetrahydropyridine-3-yl)phenyl)sulfonyl)piperidin-4-yl)-5-(trifluoromethyl)pyrimidin-2-amine O1C[C@H](CC1)OC1=NC(=NC=C1C(F)(F)F)NC1CCN(CC1)S(=O)(=O)C1=CC=C(C=C1)C=1CNCCC1